dipropyl-1,3,5-triazine-2,4-diamine C(CC)NC1=NC(=NC=N1)NCCC